(R)-3-methyl-6-(2-((5-methyl-2-(6-(trifluoromethyl)pyridin-3-yl)-1H-imidazol-1-yl)methyl)phenoxy)hexanoic acid C[C@@H](CC(=O)O)CCCOC1=C(C=CC=C1)CN1C(=NC=C1C)C=1C=NC(=CC1)C(F)(F)F